FC(C(=O)O)(CCC(N1CCC(CC1)N1N=CC(=C1)C1=NC2=CC=CC=C2N=C1)=O)F 2,2-difluoro-5-oxo-5-(4-(4-(quinoxalin-2-yl)-1H-pyrazol-1-yl)piperidin-1-yl)pentanoic acid